C1=CC=CC=2C3=CC=CC=C3N(C12)C1=C(C(=C(C(=C1N1C2=CC=CC=C2C=2C=CC=CC12)C#N)N1C2=CC=CC=C2C=2C=CC=CC12)N1C2=CC=CC=C2C=2C=CC=CC12)C#N 2,3,5,6-tetra(carbazol-9-yl)-1,4-dicyanobenzene